CC1=NC2=CC=C(C=C2C(N1)=O)CN(C)C1=CC=C(S1)C(=O)N[C@@H](CCC(=O)O)C(=O)O (5-[N-(3,4-dihydro-2-methyl-4-oxoquinazolin-6-ylmethyl)-N-methyl-amino]-2-thenoyl)-L-glutamic acid